1-(4-(benzenesulfonyl)piperidin-1-yl)propan-1-one C1(=CC=CC=C1)S(=O)(=O)C1CCN(CC1)C(CC)=O